2-[3-(hexahydropyrrolo[3,4-c]pyrrol-2(1H)-yl)-1,2,4-triazin-6-yl]-5-(1H-pyrazol-4-yl)phenol dihydrochloride Cl.Cl.C1N(CC2C1CNC2)C=2N=NC(=CN2)C2=C(C=C(C=C2)C=2C=NNC2)O